C(C)(C)C=1C=NN2C1C(NC1=C(C=CC=C21)F)=O 3-isopropyl-6-fluoropyrazolo[1,5-a]quinoxalin-4(5H)-one